3-aminopropyl-N,N-dimethyl-3-aminopropylammonium NCCC[N+](C)(C)CCCN